Cl.O=C1N(CCC(N1)=O)C1=NN(C2=CC=C(C=C12)C1C(CN(CC1)CC(=O)O)(F)F)C 2-[4-[3-(2,4-dioxohexahydropyrimidin-1-yl)-1-methyl-indazol-5-yl]-3,3-difluoro-1-piperidyl]acetic acid hydrochloride